6-[5-[(1R)-1-(3,5-Dichloro-4-pyridyl)ethoxy]-1H-indazol-3-yl]-1'-ethyl-spiro[chromane-2,4'-piperidine]-4-ol ClC=1C=NC=C(C1[C@@H](C)OC=1C=C2C(=NNC2=CC1)C=1C=C2C(CC3(CCN(CC3)CC)OC2=CC1)O)Cl